(±)-5-Chloro-7-cyclopropyl-N-(1-(4,4-difluoro-1-(methylsulfonyl)piperidin-3-yl)-3-methyl-1H-pyrazol-4-yl)pyrrolo[2,1-f][1,2,4]triazine-2-amine ClC=1C=C(N2N=C(N=CC21)NC=2C(=NN(C2)[C@@H]2CN(CCC2(F)F)S(=O)(=O)C)C)C2CC2 |r|